CC1C(CC2NC(C=3C=CC4=C(C[C@@]5(C(NC=6N=CC(/C=C/COCCOCCN1C2=O)=CC56)=O)C4)C3)=O)C3=CC=CC=C3 (1s,22e)-13-methyl-12-phenyl-17,20-dioxa-9,14,26,28-tetraazahexacyclo[22.5.2.11,4.13,7.110,14.027,30]tetratriacontane-3,5,7(33),22,24(31),25,27(30)-heptaene-8,29,32-trione